Cl.CN(N)C1=CC=CC=C1 methylphenylhydrazine hydrochloride